C(C1=CC=CC=C1)OC=1C=C(C=CC1)C(C)C(C(=O)OC)C1CCCCC1 methyl 2-(1-(3-(benzyloxy) phenyl) ethyl)-2-cyclohexylacetate